(5'S,7a'R)-1-[4-methoxy-5-(1,3-oxazol-2-yl)pyrimidin-2-yl]-5'-phenyltetrahydro-3'H-spiro[piperidine-4,2'-pyrrolo[2,1-b][1,3]oxazol]-3'-one COC1=NC(=NC=C1C=1OC=CN1)N1CCC2(C(N3[C@H](O2)CC[C@H]3C3=CC=CC=C3)=O)CC1